CN1C(=NC=C1C=1C=C2C=C(N=CC2=CC1)NC(=O)[C@@H]1NCCC1)C (R)-N-(6-(1,2-dimethyl-1H-imidazol-5-yl)isoquinolin-3-yl)pyrrolidine-2-carboxamide